C(CCCC)O[B] pentoxyboron